N1(CCOCC1)C(C=O)C (E)-2-(4-morpholinyl)-1-propanone